C(=O)(O)C1=CC2=CC=C(C=C2C(=C1)S(=O)(=O)[O-])C(=O)O.C(CCC)[P+](CCCC)(CCCC)CCCC tetrabutylphosphonium 2,6-dicarboxynaphthalene-4-sulfonate